FC(OC1=C(N)C=CC(=C1)N1CC2CCC(C1)N2C)F 2-(difluoromethoxy)-4-(8-methyl-3,8-diazabicyclo[3.2.1]octan-3-yl)aniline